5-(difluoromethoxy)thiazolo[5,4-b]pyridin-2-amine FC(OC1=CC=C2C(=N1)SC(=N2)N)F